3-Cyclobutyl 4-methylbenzenesulfonate CC1=CC=C(C=C1)S(=O)(=O)OC1CCC1